ClC1=NC(=CC(=N1)NC=1N=CC=2CCC3=C(C2C1F)NC1=C3C(NCC1)=O)COC 2-((2-chloro-6-(methoxymethyl)pyrimidin-4-yl)amino)-1-fluoro-5,6,8,9,10,11-hexahydro-7H-pyrido[3',4':4,5]pyrrolo[2,3-f]isoquinolin-7-one